2-(methyl-d3)azetidine hydrochloride Cl.C(C1NCC1)([2H])([2H])[2H]